S1C(SCCC1)C=1C=C(N)C=C(C1OCC1=CC=C(C=C1)OC)F 3-(1,3-dithian-2-yl)-5-fluoro-4-(4-methoxybenzyloxy)aniline